8-[5-oxo-7-(p-toluenesulfonyloxy)thiazolo[3,2-a]pyrimidin-2-yl]-3,8-diazabicyclo[3.2.1]octane-3-carboxylic acid tert-butyl ester C(C)(C)(C)OC(=O)N1CC2CCC(C1)N2C2=CN1C(=NC(=CC1=O)OS(=O)(=O)C1=CC=C(C)C=C1)S2